OC1=CC=NC2=CC(=CC=C12)C(=O)OCC ethyl 4-hydroxyquinoline-7-carboxylate